tert.-Butyl 3-amino-3-(4-methoxyphenyl)azetidine-1-carboxylate NC1(CN(C1)C(=O)OC(C)(C)C)C1=CC=C(C=C1)OC